1-(5-methylthiazol-2-yl)-4-prop-2-enoyl-piperazin-2-one CC1=CN=C(S1)N1C(CN(CC1)C(C=C)=O)=O